C(C)NC(=O)N1[C@H]([C@H](CCC1)NS(=O)(=O)C)CO[C@@H]1CC[C@@H](CC1)C1=NN(C=C1)C cis-N-ethyl-2-(((cis-4-(1-methyl-1H-pyrazol-3-yl)cyclohexyl)oxy)methyl)-3-((methylsulfonyl)amino)piperidine-1-carboxamide